1'-(tert-butyl) 6,7-dimethyl 3,3-difluorospiro[chromane-2,4'-piperidine]-1',6,7-tricarboxylate FC1(CC2=CC(=C(C=C2OC12CCN(CC2)C(=O)OC(C)(C)C)C(=O)OC)C(=O)OC)F